Benzyl (S)-(1-((2-(benzylamino)-2-oxoethyl)amino)-1-oxopropan-2-yl)carbamate C(C1=CC=CC=C1)NC(CNC([C@H](C)NC(OCC1=CC=CC=C1)=O)=O)=O